FC(C1(CC1)C=1C=C(C=CC1)NC(=O)N1C=[N+](C=C1)[O-])(F)F ((3-(1-(trifluoromethyl)cyclopropyl)phenyl)carbamoyl)-1H-imidazole 3-oxide